7-(1-isopropyl-4-(trifluoromethyl)-1H-imidazol-2-yl)-2,3-dihydro-1H-indene-4-carboxylic acid ethyl ester C(C)OC(=O)C=1C=2CCCC2C(=CC1)C=1N(C=C(N1)C(F)(F)F)C(C)C